3-(4-(4,4,5,5-tetramethyl-1,3,2-dioxaborolan-2-yl)phenyl)-3-(4-(tri-fluoromethoxy)phenyl)-7-(trifluoromethyl)indolin-2-one CC1(OB(OC1(C)C)C1=CC=C(C=C1)C1(C(NC2=C(C=CC=C12)C(F)(F)F)=O)C1=CC=C(C=C1)OC(F)(F)F)C